3,5-dimethyl-4-methoxy-2-chloromethylpyridine CC=1C(=NC=C(C1OC)C)CCl